N1(CCCC1)CCC1=CC=C(C=C1)NC1=NC=C2NC(NC2=N1)=O 2-({4-[2-(1-pyrrolidinyl)ethyl]phenyl}amino)-7,9-dihydro-8H-purin-8-one